bis(2,6-dibutyl-4-methylphenoxy)isobutylaluminum C(CCC)C1=C(O[Al](CC(C)C)OC2=C(C=C(C=C2CCCC)C)CCCC)C(=CC(=C1)C)CCCC